CN1C=NC2=C1C(=CC(=C2)N=C(C2=CC=CC=C2)C2=CC=CC=C2)C N-(1,7-dimethyl-1H-benzo[d]imidazol-5-yl)-1,1-diphenylmethanimine